2-(2-chloro-4-fluorobenzyl)-8-methyl-N-[(2R*)-tetrahydrofuran-2-ylmethyl]-4,5-dihydro-2H-furo[2,3-g]indazole-7-carboxamide ClC1=C(CN2N=C3C4=C(CCC3=C2)OC(=C4C)C(=O)NC[C@@H]4OCCC4)C=CC(=C1)F |o1:21|